5,7,7-trimethyl-2-((2-methylpyrimidin-5-yl)methyl)-7,8-dihydro-2H-imidazo[1,2-a]pyrazolo[4,3-e]pyrimidin-4(5H)-one CN1C=2N(C=3C(C1=O)=CN(N3)CC=3C=NC(=NC3)C)CC(N2)(C)C